BrC=1C(=C(C=C(C1C)[N+](=O)[O-])F)OC 3-bromo-1-fluoro-2-methoxy-4-methyl-5-nitrobenzene